((S)-N-(tert-butoxycarbonyl)-2-(((R)-5-((tert-butyldimethylsilyl)oxy)pentan-2-yl)oxy)-6-methylpyridine-3-sulfonimidoyl)-L-prolinate C(C)(C)(C)OC(=O)N=[S@@](=O)(C=1C(=NC(=CC1)C)O[C@H](C)CCCO[Si](C)(C)C(C)(C)C)N1[C@@H](CCC1)C(=O)[O-]